3-(2-(4,4-difluoropiperidin-1-yl)-4-nitrophenyl)isoxazole FC1(CCN(CC1)C1=C(C=CC(=C1)[N+](=O)[O-])C1=NOC=C1)F